tert-butyl ((1r,3r)-3-amino-1-methylcyclobutyl)carbamate NC1CC(C1)(C)NC(OC(C)(C)C)=O